2-nitro-5-chlorobenzoic acid methyl ester COC(C1=C(C=CC(=C1)Cl)[N+](=O)[O-])=O